[Cl-].C(C)(C)PC(C)C di(isopropyl)phosphine chloride